9-(2,2-difluoroethyl)-7-ethyl-2-(2-(2-methyl-6-(trifluoromethyl)pyrimidin-4-yl)-2,6-diazaspiro[3.4]octan-6-yl)-7,9-dihydro-8H-purin-8-one FC(CN1C2=NC(=NC=C2N(C1=O)CC)N1CC2(CN(C2)C2=NC(=NC(=C2)C(F)(F)F)C)CC1)F